N[C@@H](CCCN\C(\N)=N\[H])C(=O)NCC(=O)N[C@@H](CC(=O)O)C(=O)O E-Arginylglycylaspartic acid